C1(CCCCC1)[C@@H]1N(C[C@@H](CC1)C)C(C(=O)NC=1C=C(C(=NC1)NC(OC(C)(C)C)=O)C)=O tert-butyl N-[5-[[2-[(2R,5R)-2-cyclohexyl-5-methyl-1-piperidyl]-2-oxo-acetyl]amino]-3-methyl-2-pyridyl]carbamate